C1(CCCC1)N1C(C(=C(C2=CN=C(C=C12)NC1=NC=C(N=C1)N1CCNCC1)C)C(F)F)=O 1-cyclopentyl-3-(difluoromethyl)-4-methyl-7-[(5-piperazin-1-ylpyrazin-2-yl)amino]-1,6-naphthyridin-2-one